(R)-1-(2,5-difluoropyridin-3-yl)ethyl (1-methyl-4-(5-((1RS,2RS)-2-nitrocyclopropane-1-carboxamido) pyridin-2-yl)-1H-1,2,3-triazol-5-yl)carbamate CN1N=NC(=C1NC(O[C@H](C)C=1C(=NC=C(C1)F)F)=O)C1=NC=C(C=C1)NC(=O)[C@H]1[C@@H](C1)[N+](=O)[O-] |&1:29,30|